2,5-dimethoxy-4-(2-fluoroethylthio)-phenethylamine COC1=C(CCN)C=C(C(=C1)SCCF)OC